F[B-](F)(F)F.ClC=1C=C(C=CC1NCN(C(=[N+](C)C)ON1N=NC2=C1N=CC=C2)C)C2=CC(=C(N)C=C2)Cl 3,3'-dichlorobenzidinO-(7-azabenzotriazol-1-yl)-N,N,N',N'-tetramethyluronium tetrafluoroborate